3-((5-(6-(tert-butylsulfonyl)-7-methoxyimidazo[1,2-a]pyridin-3-yl)-2-methoxy-3-methylphenyl)amino)propan-1-ol C(C)(C)(C)S(=O)(=O)C=1C(=CC=2N(C1)C(=CN2)C=2C=C(C(=C(C2)NCCCO)OC)C)OC